(1S,3S)-3-((6-(5-((((Cyclopentylmethyl)(methyl)carbamoyl)oxy)methyl)-1-methyl-1H-pyrazol-4-yl)-2-methylpyridin-3-yl)oxy)cyclohexan C1(CCCC1)CN(C(=O)OCC1=C(C=NN1C)C1=CC=C(C(=N1)C)OC1CCCCC1)C